ClC1=C(C=C(C=C1NC1=NC=2N(C(=N1)NC1CC1)N=CC2C#N)C#N)N2[C@H](CN(CC2)C2CCN(CC2)C(C(=O)N)=O)C 2-{4-[(3S)-4-(2-Chloro-5-cyano-3-{[8-cyano-4-(cyclopropylamino)pyrazolo[1,5-a][1,3,5]triazin-2-yl]amino}phenyl)-3-methylpiperazin-1-yl]piperidin-1-yl}-2-oxoacetamide